laurylamine nitrogen [N].C(CCCCCCCCCCC)N